ClC=1C=CC=2N(N1)C(=C(N2)N)I 6-chloro-3-iodo-imidazo[1,2-b]pyridazin-2-amine